C(C1=CC=CC=C1)OC1=C(C=CC=C1)C1(CC1)NC(C1=C(C=CC(=C1)OCCN(C)C)C)=O N-(1-(2-(Benzyloxy)phenyl)cyclopropyl)-5-(2-(dimethyl-amino)ethoxy)-2-methylbenzamide